4,4'-Sulfonyl-diphenolate S(=O)(=O)(C1=CC=C(C=C1)[O-])C1=CC=C(C=C1)[O-]